CC=1C=NC=2CCCCC2N1 5,6,7,8-tetrahydro(3-methyl)quinoxaline